FC1(CCC(CC1)/C=C/C1=NN(C2=CC=C(C=C12)NC(C=C)=O)C(C)C)F (E)-N-(3-(2-(4,4-Difluorocyclohexyl)vinyl)-1-isopropyl-1H-indazol-5-yl)acrylamide